C1NCC12CC(C2)CN2CCC(CC2)C=2C=NC(=NC2)N2[C@@H](C1=C(NC=3N=NC(=CC31)C3=C(C=CC=C3)O)CC2)C (R)-2-(6-(5-(1-(2-azaspiro[3.3]heptan-6-ylmethyl)piperidin-4-yl)pyrimidin-2-yl)-5-methyl-6,7,8,9-tetrahydro-5H-pyrido[3',4':4,5]pyrrolo[2,3-c]pyridazin-3-yl)phenol